CS(=O)(=O)C1=CC=C(C=C1)C1=CC=C(C=C1)S(=O)(=O)N1CC(CCC1)C=O 1-((4'-(methylsulfonyl)-[1,1'-biphenyl]-4-sulfonyl)3-piperidyl)methanone